Cl.C1(=CC=CC=C1)[C@@H]1CNCC[C@H]1C(=O)N1CCC(CC1)=O 1-[(3R,4R)-3-phenylpiperidine-4-carbonyl]Piperidin-4-one hydrochloride